7-bromo-5-(3-chlorophenyl)-3-[2-(3-fluoro-3-methyl-azetidin-1-yl)-2-oxo-ethyl]pyrrolo[2,1-f][1,2,4]triazin-4-one BrC1=CC(=C2C(N(C=NN21)CC(=O)N2CC(C2)(C)F)=O)C2=CC(=CC=C2)Cl